7-chloro-N-[(1S)-2-[[(1S)-1-cyano-2-[(3S)-2-oxo-3-piperidyl]ethyl]amino]-1-(cyclopropylmethyl)-2-oxo-ethyl]-1H-indole-2-carboxamide ClC=1C=CC=C2C=C(NC12)C(=O)N[C@H](C(=O)N[C@@H](C[C@H]1C(NCCC1)=O)C#N)CC1CC1